CC/C=C/CCCC/C=C/CCOC(=O)C 9-dodecadien-1-yl acetate